CN1N=CC(=C1)C#CC1=CC=C2C=3C(=C(N(C(C13)=O)C1=CC=CC=C1)[C@H](C)NC(=O)C=1C(=NN3C1N=CC=C3)NS(N)(=O)=O)CC2 (S)-N-(1-(8-((1-methyl-1H-pyrazol-4-yl)ethynyl)-1-oxo-2-phenyl-1,2,4,5-tetrahydrocyclopenta[de]isoquinolin-3-yl)ethyl)-2-(sulfamoylamino)pyrazolo[1,5-a]pyrimidine-3-carboxamide